9-(3,4-dimethoxyphenyl)-9H-xanthene COC=1C=C(C=CC1OC)C1C2=CC=CC=C2OC=2C=CC=CC12